C(C)(C)N1C=NC=C1C1=CC=C(C=C1)C=1C=C(C=NC1)C1=CC=NC2=C1C=C1N2CCN(C1=O)C 4-(5-(4-(1-isopropyl-1H-imidazol-5-yl)phenyl)pyridin-3-yl)-7-methyl-8,9-dihydropyrido[3',2':4,5]pyrrolo[1,2-a]pyrazin-6(7H)-one